OC1C(CCC(C1)C(C)C)(C)OC(C=C)=O acrylic acid-hydroxy-1-menthyl ester